N-[(1S)-1-[[1-[(5-bromo-2-methoxy-3-pyridyl)methyl]pyrazol-4-yl]carbamoyl]-2,2-dicyclopropyl-ethyl]-2-isopropyl-pyrazole-3-carboxamide BrC=1C=C(C(=NC1)OC)CN1N=CC(=C1)NC(=O)[C@H](C(C1CC1)C1CC1)NC(=O)C=1N(N=CC1)C(C)C